C(C1=CC=CC=C1)O[C@H]1CN(C[C@H](C1OCC1=CC=CC=C1)OCC1=CC=CC=C1)C[C@@H]1CNCC1 (3S,4S,5R)-3,4,5-tris(benzyloxy)-1-((S)-pyrrolidin-3-ylmethyl)piperidine